1-(2-methyl-4-(1-methyl-1H-pyrazol-4-yl)-5-(5-(4-methylpiperazin-1-yl)-1H-benzoimidazol-2-yl)-1H-pyrrol-3-yl)ethan-1-one CC=1NC(=C(C1C(C)=O)C=1C=NN(C1)C)C1=NC2=C(N1)C=CC(=C2)N2CCN(CC2)C